2-methyl-thioglycolic acid CC(C(=O)O)S